2-methyl-1,2-benzisothiazolin-3(2H)-one CN1SC2=C(C1=O)C=CC=C2